2-[3-(4-chloro-3-fluorophenyl)-1-ethyl-1H-1,2,4-triazol-5-yl]-N-[(4S)-3,4-dihydro-2H-1-benzopyran-4-yl]acetamide ClC1=C(C=C(C=C1)C1=NN(C(=N1)CC(=O)N[C@H]1CCOC2=C1C=CC=C2)CC)F